ClC=1N=C(C2=C(N1)C=CS2)NCC=2OC=CC2 2-chloro-N-[(furan-2-yl)methyl]thieno[3,2-d]pyrimidin-4-amine